(2,3-dichloro-4-((1-methyl-1H-pyrazol-3-yl)oxy)phenyl)-2-methylpyrimidin-4(3H)-one TFA salt OC(=O)C(F)(F)F.ClC1=C(C=CC(=C1Cl)OC1=NN(C=C1)C)N1C(=NC=CC1=O)C